N-(1-(3-aminopropyl)-4-(5-((4-(4-cyano-6-methylpyrimidin-2-yl)piperazin-1-yl)sulfonyl)indoline-1-carbonyl)-1H-pyrazol-5-yl)methanesulfonamide NCCCN1N=CC(=C1NS(=O)(=O)C)C(=O)N1CCC2=CC(=CC=C12)S(=O)(=O)N1CCN(CC1)C1=NC(=CC(=N1)C#N)C